I(=O)(=O)(=O)[O-].I(=O)(=O)(=O)[O-].[K+].[K+] potassium dimetaperiodate